C1(CCCC1)C1=CC=C(O1)C(C)=O (5-cyclopentylfuran-2-yl)ethane-1-one